tert-butyl 4-{[(4-{[3-({2-[(tert-butyldimethylsilyl)oxy]ethyl}sulfanyl)-6-(5-chloro-2-fluorophenyl)pyridazin-4-yl]amino}pyridin-2-yl)carbamoyl]methyl}piperazine-1-carboxylate [Si](C)(C)(C(C)(C)C)OCCSC=1N=NC(=CC1NC1=CC(=NC=C1)NC(=O)CN1CCN(CC1)C(=O)OC(C)(C)C)C1=C(C=CC(=C1)Cl)F